FC(C(=O)O)(F)F.FC(C(=O)O)(F)F.FC(C(=O)O)(F)F.P(O)(O)=O phosphonic acid tristrifluoroacetate salt